heptadecyl-fluorine C(CCCCCCCCCCCCCCCC)F